16β,22-epoxycholestan CC(C)CCC1[C@@H](C)[C@H]2[C@H](C[C@H]3[C@@H]4CCC5CCCC[C@]5(C)[C@H]4CC[C@]23C)O1